5,5'-diamino-4,4'-diamino-3,3'-bi-1,2,4-triazole triaminoguanidine salt NN=C(N(N)N)N.NC=1N(C(=NN1)C1=NN=C(N1N)N)N